C(C)(C)(C)OC(=O)C1C=NC2=C(C=NC=3N=CC=CC23)O1 [1,4]Oxazino[2,3-c][1,8]Naphthyridine-3(4H)-carboxylic acid tert-butyl ester